6-Fluoro-2-[1,3-Bis(4-fluorophenyl)-1H-pyrazol-5-yl]quinoline FC=1C=C2C=CC(=NC2=CC1)C1=CC(=NN1C1=CC=C(C=C1)F)C1=CC=C(C=C1)F